C(C)OC(=O)C1(CC(C1)OCC)N1C(C2=CC=CC=C2C1=O)=O trans-1-(1,3-dioxo-1,3-dihydro-2H-isoindol-2-yl)-3-ethoxycyclobutane-1-carboxylic acid ethyl ester